(((2R,3R,4R,5R)-5-(2-amino-6-(methylamino)-9H-purin-9-yl)-2-((2-cyclohexylacetoxy)methyl)-4-fluoro-4-methyltetrahydrofuran-3-yl)oxy)methyl pivalate C(C(C)(C)C)(=O)OCO[C@@H]1[C@H](O[C@H]([C@]1(C)F)N1C2=NC(=NC(=C2N=C1)NC)N)COC(CC1CCCCC1)=O